N=1C=NC=2C1C=CC(C2)=O 5-benzimidazolone